oxacyclohexadec-12-en O1CCCCCCCCCCC=CCCC1